CC1CC(CCC1)CC1CC(CCC1)C bis-(3-methyl-cyclohexyl)methane